5-(4-(diphenyl-amino)phenyl)-4-((2-formylphenyl)amino)-N-(quinoline-8-yl)valeramide C1(=CC=CC=C1)N(C1=CC=C(C=C1)CC(CCC(=O)NC=1C=CC=C2C=CC=NC12)NC1=C(C=CC=C1)C=O)C1=CC=CC=C1